C(C)O[C@H]1CN(C[C@H](OCC1)CO)C(=O)OC(C)(C)C |o1:3| tert-butyl (2S,6R*)-6-ethoxy-2-(hydroxymethyl)-1,4-oxazocane-4-carboxylate